[F-].C(CC)[NH+]1CCC(CC1)CCC 1,4-dipropylpiperidinium fluoride salt